7-(3,6-dichloro-5-fluoro-4-methyl-2,7-naphthyridin-1-yl)-3-oxa-7,9-diazabicyclo[3.3.1]nonane ClC=1N=C(C2=CN=C(C(=C2C1C)F)Cl)N1CC2COCC(C1)N2